(E)-1-[2,4-Dihydroxy-6-[(2S,3R,4S,5R,6R)-3,4,5-trihydroxy-6-(hydroxymethyl)oxan-2-yl]oxyphenyl]-3-(4-hydroxyphenyl)prop-2-en-1-one OC1=C(C(=CC(=C1)O)O[C@@H]1O[C@@H]([C@@H]([C@@H]([C@H]1O)O)O)CO)C(\C=C\C1=CC=C(C=C1)O)=O